4-butylidenesebacate C(CCC)=C(CCC(=O)[O-])CCCCCC(=O)[O-]